2-(3-((4-methoxybutyl)amino)-6-(1-methyl-1H-pyrazol-4-yl)-2-oxopyrazin-1(2H)-yl)acetamide COCCCCNC=1C(N(C(=CN1)C=1C=NN(C1)C)CC(=O)N)=O